COC1=C(CNC2=NC=CC3=C(C=CC=C23)NCC23NCC(C2)(C3)COC3=CC(N(C=C3)C)=O)C=CC(=C1)OC 4-((1-(((1-((2,4-dimethoxybenzyl)amino)isoquinolin-5-yl)amino)methyl)-2-azabicyclo[2.1.1]hexan-4-yl)methoxy)-1-methylpyridin-2(1H)-one